(2-((R)-4-(4-fluoropyrazolo[1,5-a]pyridin-2-yl)-1,4,6,7-tetrahydro-5H-imidazo[4,5-c]pyridin-5-yl)pyrimidin-5-yl)(4-methoxyphenyl)methanol FC=1C=2N(C=CC1)N=C(C2)[C@@H]2N(CCC1=C2N=CN1)C1=NC=C(C=N1)C(O)C1=CC=C(C=C1)OC